FC1=C(OC2=CC(=NC=C2)NC(=O)C2CC2)C=CC(=C1)[N+](=O)[O-] N-(4-(2-fluoro-4-nitrophenoxy)pyridin-2-yl)cyclopropylcarboxamide